(7-methoxy-4-(1-methyl-3-phenyl-1H-pyrazol-4-yl)pyrido[3,2-d]pyrimidin-6-yl)-3-methyl-1-(trifluoromethyl)-1H-pyrazole-4-carboxamide COC1=CC=2N=CN=C(C2N=C1C1=C(C(=NN1C(F)(F)F)C)C(=O)N)C=1C(=NN(C1)C)C1=CC=CC=C1